2,5-difluoro-4-piperazine-benzaldehyde FC1NCC(N(C1)C1=CC=CC=C1C=O)F